perfluorophenyl (indol-3-yl)acetate N1C=C(C2=CC=CC=C12)CC(=O)OC1=C(C(=C(C(=C1F)F)F)F)F